tert-butyl (S)-4-hydroxy-5-oxoazepane-1-carboxylate O[C@H]1CCN(CCC1=O)C(=O)OC(C)(C)C